[N+](=O)([O-])C=1C=NN(C1)C1OCCCC1 4-nitro-1-(tetrahydro-2H-pyran-2-yl)-1H-pyrazole